BrCC(=O)C=1OC2=C(C1C)C=CC(=C2)F 2-bromo-1-(6-fluoro-3-methylbenzofuran-2-yl)ethan-1-one